tert-butyl 4-(1-(3-amino-6-chloropyridazin-4-yl)-4-phenylpiperidine-4-carbonyl)piperazine-1-carboxylate NC=1N=NC(=CC1N1CCC(CC1)(C(=O)N1CCN(CC1)C(=O)OC(C)(C)C)C1=CC=CC=C1)Cl